Dimethyl-4-methoxyvaleronitrile CC(C#N)(CC(C)OC)C